4-bromo-2-(methylsulfonyl)pyrimidine BrC1=NC(=NC=C1)S(=O)(=O)C